(R)-7-methoxy-N-(1-(2-methyl-3-(trifluoromethyl)phenyl)ethyl)-6-(1-(tetrahydro-2H-pyran-4-yl)piperidin-4-yl)pyrido[2,3-d]pyrimidin-4-amine COC=1C(=CC2=C(N=CN=C2N[C@H](C)C2=C(C(=CC=C2)C(F)(F)F)C)N1)C1CCN(CC1)C1CCOCC1